tert-butyl 6-fluoro-6-(2-fluorophenyl)-2-azaspiro[3.3]heptane-2-carboxylate FC1(CC2(CN(C2)C(=O)OC(C)(C)C)C1)C1=C(C=CC=C1)F